C=1N=CN2C1C1=CC=CC=C1[C@@H]2CC(C(=O)N)(C)C ((S)-5H-imidazo[5,1-a]isoindol-5-yl)-2,2-dimethylpropanamide